manganese strontium lanthanum oxide [O-2].[La+3].[Sr+2].[Mn+2]